C1(C=CC2=CC=CC=C12)[Si](OC)(OC)C1C=CC2=CC=CC=C12 bisindenyl-dimethoxysilane